acetic acid (S)-3-(5-bromo-2-(5-(4-cyclopropylpiperazin-1-yl-2,2,3,3,5,5,6,6-d8)-2-(1-methoxyethyl) pyridin-3-yl)-1-ethyl-1H-indol-3-yl)-2,2-dimethylpropyl ester BrC=1C=C2C(=C(N(C2=CC1)CC)C=1C(=NC=C(C1)N1C(C(N(C(C1([2H])[2H])([2H])[2H])C1CC1)([2H])[2H])([2H])[2H])[C@H](C)OC)CC(COC(C)=O)(C)C